C1(CC1)NC1=CC(=NC=N1)C(=O)OC(C)(C)C tert-Butyl 6-(cyclopropylamino)pyrimidine-4-carboxylate